2-(difluoromethyl)-5-(4-((5-(isoquinolin-5-yl)-2H-tetrazol-2-yl)methyl)phenyl)-1,3,4-oxadiazole FC(C=1OC(=NN1)C1=CC=C(C=C1)CN1N=C(N=N1)C1=C2C=CN=CC2=CC=C1)F